C(C)OC(=C)C=1N(C2=C(C(NCC2)=O)N1)C 2-(1-ethoxyvinyl)-1-methyl-1,5,6,7-tetrahydro-4H-imidazo[4,5-c]pyridin-4-one